BrC1=CC=2C[C@@H]3OC4(C(N([C@@H]3C2C=C1)CC1=C(C=C(C=C1)OC)OC)=O)CC4 cis-7'-bromo-4'-(2,4-dimethoxybenzyl)-4',4a',9',9a'-tetrahydro-3'H-spiro[cyclopropane-1,2'-indeno[2,1-b][1,4]oxazin]-3'-one